(S)-3-(3-chloro-4-fluorophenyl)-1-methyl-1-(6-oxo-1,2,4,5,6,7,9,10-octahydro-dipyrano[3,4-b:4',3'-d]pyridin-1-yl)urea ClC=1C=C(C=CC1F)NC(N([C@@H]1COCC=2NC(C3=C(C21)CCOC3)=O)C)=O